NC1=C(OCCCOC2=C(C=CC=C2)N)C=CC=C1 1,3-di(2-aminophenoxy)propane